4-(2-cyano-7-((5-methoxy-7-methyl-1H-indol-4-yl)methyl)-7-azaspiro[3.5]nonan-6-yl)-N-((6-oxo-1,6-dihydropyridin-3-yl)methyl)benzamide C(#N)C1CC2(C1)CC(N(CC2)CC2=C1C=CNC1=C(C=C2OC)C)C2=CC=C(C(=O)NCC1=CNC(C=C1)=O)C=C2